1-[2-(2-chlorophenyl)-3-(4-chlorophenyl)-5-[(3R)-3-hydroxypyrrolidin-1-yl]pyrazolo[1,5-a]pyrimidin-7-yl]-4-methyl-piperidine-4-carboxamide ClC1=C(C=CC=C1)C1=NN2C(N=C(C=C2N2CCC(CC2)(C(=O)N)C)N2C[C@@H](CC2)O)=C1C1=CC=C(C=C1)Cl